ClC1=CC(=NC=C1)C=N[S@@](=O)C(C)(C)C (S)-N-((4-chloropyridin-2-yl)methylene)-2-methylpropane-2-sulfinamide